C(C)(C)(C)OC(=O)N(C1=CC(=NC=2N1N=CC2C(C)C)N[C@H]2CCC(NC2)(C)C)C2=CC=C(C=C2)NC(C2=CC(=CC=C2)NC(C(=C)F)=O)=O (S)-5-((7-((tert-butoxycarbonyl)(4-(3-(2-Fluoroacrylamido)benzamido)phenyl)amino)-3-isopropylpyrazolo[1,5-a]pyrimidin-5-yl)amino)-2,2-dimethylpiperidine